FC1(C[C@H](CC1)[C@H](C(=O)NC1=CC(=CC=C1)F)C1=CC=C(C=C1)C=1N=NN(N1)C)F (S)-2-((S)-3,3-Difluorocyclopentyl)-N-(3-fluorophenyl)-2-(4-(2-methyl-2H-tetrazol-5-yl)phenyl)acetamide